FC(=O)O.[C] carbon fluoro-carboxylic acid